N-hydroxyphthalimide butyl-2-((2-(5-amino-6-oxo-2-phenylpyrimidin-1(6H)-yl)acetamido)methyl)-1H-pyrrolo[3,2-c]pyridine-1-carboxylate C(CCC)OC(=O)N1C(=CC=2C=NC=CC21)CNC(CN2C(=NC=C(C2=O)N)C2=CC=CC=C2)=O.ON2C(C=1C(C2=O)=CC=CC1)=O